(7-Cyclobutyl-2-{[(2R,7aS)-2-fluorotetrahydro-1H-pyrrolizin-7a(5H)-yl]methoxy}-6-hydroxy-7H-purin-8-yl)[8-ethynyl-7-fluoro-3-(methoxymethoxy)-1-naphthyl]methanone C1(CCC1)N1C(=NC2=NC(=NC(=C12)O)OC[C@]12CCCN2C[C@@H](C1)F)C(=O)C1=CC(=CC2=CC=C(C(=C12)C#C)F)OCOC